1-(4-((4'-((3,4-dihydroxypyrrolidin-1-yl)methyl)-[1,1'-biphenyl]-4-yl)methyl)phenyl)-5-methyl-1H-1,2,4-triazole-3-carboxamide OC1CN(CC1O)CC1=CC=C(C=C1)C1=CC=C(C=C1)CC1=CC=C(C=C1)N1N=C(N=C1C)C(=O)N